diethyl(2-fluoro-4-nitrophenyl)-2-methylmalonate C(C)OC(C(C(=O)OCC)(C)C1=C(C=C(C=C1)[N+](=O)[O-])F)=O